CC=1C=C(OCC(=O)N(CC=2SC=CC2)C2=CC=NN2)C=CC1C 2-(3,4-dimethylphenoxy)-N-(1H-pyrazol-5-yl)-N-(thiophen-2-ylmethyl)acetamide